2-isopropyl-N-(2-(2-((1-methyl-1H-pyrazol-4-yl)amino)pyrimidin-4-yl)-6,7,8,9-tetrahydro-5H-benzo[7]annulen-5-yl)-2H-1,2,3-triazole-4-carboxamide C(C)(C)N1N=CC(=N1)C(=O)NC1CCCCC2=C1C=CC(=C2)C2=NC(=NC=C2)NC=2C=NN(C2)C